BrC=1C=C(C=CC1)C1CC(C(C(C1)=O)=CNCCN(C)C)=O 5-(3-bromophenyl)-2-(((2-(dimethylamino)ethyl)amino)methylene)cyclohexane-1,3-dione